8-[(2S,SR)-4-[(4-fluorophenyl)[4-(morpholin-4-yl)phenyl]methyl]-2,5-dimethylpiperazin-1-yl]-5-methyl-6-oxo-5,6-dihydro-1,5-naphthyridine-2-carbonitrile FC1=CC=C(C=C1)C(N1C[C@@H](N(C[C@@H]1C)C1=CC(N(C=2C=CC(=NC12)C#N)C)=O)C)C1=CC=C(C=C1)N1CCOCC1 |&1:13|